Cl.C[C@@]1(CNCCOC1)O (S)-6-methyl-1,4-oxaazepan-6-ol hydrochloride